[Au+]=S Gold(III) sulfid